Pentamethylene Glycol Monohexadecyl Ether C(CCCCCCCCCCCCCCC)OCCCCCO